2-(2-oxo-5-propyl-2,3-dihydro-1H-indol-1-yl)acetamide tert-Butyl-(1S,2S,4R,5R,7R)-7-(hydroxymethyl)-6-azatricyclo[3.2.1.02,4]octane-6-carboxylate C(C)(C)(C)OC(=O)N1[C@H]2[C@@H]3C[C@@H]3[C@@H]([C@@H]1CO)C2.O=C2N(C1=CC=C(C=C1C2)CCC)CC(=O)N